4-Fluoro-1-methoxy-2-((trifluoromethyl)sulfinyl)benzene FC1=CC(=C(C=C1)OC)S(=O)C(F)(F)F